ClC=1C=NN2C1N=C1C(=C2NCC2=CC=C(C=C2)C#N)CCC12CCN(CC2)C(=O)OC(C)(C)C tert-Butyl 3-chloro-8-((4-cyanobenzyl)amino)-6,7-dihydrospiro[cyclopenta[d]pyrazolo[1,5-a]pyrimidine-5,4'-Piperidine]-1'-carboxylate